ClC=1C=C(C=C(C1OC=1N=NC(=C(C1)C1CC1)Cl)Cl)N1N=C(C(NC1=O)=O)C#N (3,5-dichloro-4-((6-chloro-5-cyclopropylpyridazin-3-yl)oxy)phenyl)-3,5-dioxo-2,3,4,5-tetrahydro-1,2,4-triazine-6-carbonitrile